N-(1-(azetidin-1-ylmethyl)cyclopropyl)-1-(4-methylbenzyl)cyclopropane-1-carboxamide N1(CCC1)CC1(CC1)NC(=O)C1(CC1)CC1=CC=C(C=C1)C